3,6-di-t-butyl-9-mesityl-10-phenylacridine C(C)(C)(C)C=1C=CC=2C(C3=CC=C(C=C3N(C2C1)C1=CC=CC=C1)C(C)(C)C)C1=C(C=C(C=C1C)C)C